8-(2-Phenylethyl)thioguanosine C1(=CC=CC=C1)CCC=1N([C@H]2[C@H](S)[C@H](O)[C@@H](CO)O2)C=2N=C(NC(C2N1)=O)N